Methyl 2-[acetyl(2-cyanobenzyl)amino]-6-hydroxy-1-benzothiophene-3-carboxylate C(C)(=O)N(C=1SC2=C(C1C(=O)OC)C=CC(=C2)O)CC2=C(C=CC=C2)C#N